N-(3-chloro-5-(methylsulfonamido)phenyl)-5-(5-fluoro-3-((1-methyl-2-oxo-1,2-dihydropyridin-4-yl)methoxy)pyridin-2-yl)-1-methyl-1H-pyrrole-3-carboxamide ClC=1C=C(C=C(C1)NS(=O)(=O)C)NC(=O)C1=CN(C(=C1)C1=NC=C(C=C1OCC1=CC(N(C=C1)C)=O)F)C